[Li].FC(C(C(C(C(C(F)(F)F)(F)F)(F)F)(F)F)(F)F)(CC)F tridecafluorooctane lithium